FC1(C(C2=C(C=CC(=C2C1)OC1=C(C#N)C=C(C=C1)F)SC(F)(F)F)=O)F 2-((2,2-difluoro-1-oxo-7-(trifluoromethylthio)-2,3-dihydro-1H-inden-4-yl)oxy)-5-fluorobenzonitrile